C(C)(C)(C)C=1C=C(C=NC1)NC1=CC(=NC(=C1)NC1=CC(=C2C=CNC2=C1)Cl)C#N 4-((5-(tert-butyl)pyridin-3-yl)amino)-6-((4-chloro-1H-indol-6-yl)amino)picolinonitrile